1-(1-(5-(3-chloro-2-fluoro-6-(4-(trifluoromethyl)-1H-1,2,3-triazol-1-yl)phenyl)pyridin-2-yl)-3-(dimethylamino)-3-oxopropyl-1H-pyrazol-4-yl)-2-fluorobenzoic acid ClC=1C(=C(C(=CC1)N1N=NC(=C1)C(F)(F)F)C=1C=CC(=NC1)C(CC(=O)N(C)C)N1N=CC(=C1)C1(C(=O)O)C(C=CC=C1)F)F